4-(3,4-difluorophenyl)-1-(3-(1,3-dimethyl-1H-pyrazol-4-yl)-1,2,4-thiadiazol-5-yl)piperidin-4-ol FC=1C=C(C=CC1F)C1(CCN(CC1)C1=NC(=NS1)C=1C(=NN(C1)C)C)O